FC1=C(C=CC(=C1)C(=O)OC)C=1C=CC(=NC1)C=1N=NN(N1)C 5-(2-fluoro-4-methoxycarbonylphenyl)-2-(2-methyl-2H-tetrazol-5-yl)pyridine